N-(6-Methyl-2-benzothiazolyl)-2-[[3,4,6,7-tetrahydro-3-(2-methoxyphenyl)-4-oxothieno[3,2-d]pyrimidin-2-yl]thio]-acetamide CC1=CC2=C(N=C(S2)NC(CSC=2N(C(C3=C(N2)CCS3)=O)C3=C(C=CC=C3)OC)=O)C=C1